[N+](=O)(O[Ag])[O-] argentio nitrate